(S and R)-tert-butyl 2-((1R,3aR,6S,7R,7aS)-7-((E)-2-(5-(2-cyanophenyl)pyridin-2-yl)vinyl)-5,5-difluoro-1,6-dimethyl-3-oxooctahydroisobenzofuran-3a-yl)propanoate C(#N)C1=C(C=CC=C1)C=1C=CC(=NC1)/C=C/[C@H]1[C@@H](C(C[C@]2(C(O[C@@H]([C@@H]12)C)=O)[C@@H](C(=O)OC(C)(C)C)C)(F)F)C |&1:27|